1-p-tert-butylphenyl-3-p-tert-butylphenylsulfinyl-bicyclo[1.1.1]pentane C(C)(C)(C)C1=CC=C(C=C1)C12CC(C1)(C2)S(=O)C2=CC=C(C=C2)C(C)(C)C